CC1=CC=C(C=C1)CN1C(CCC1=O)CC(=O)OCCOC1=CC=C(C=C1)CC 2-(4-ethylphenoxy)ethyl 2-[1-[(4-methylphenyl)methyl]-5-oxopyrrolidin-2-yl]acetat